tert-butyl (R)-6-(1-(1-(4-amino-3-((4-methoxybenzyl)amino)phenyl)piperidin-4-yl)-2-oxo-1,2-dihydropyridin-4-yl)-4-azaspiro[2.4]heptane-4-carboxylate NC1=C(C=C(C=C1)N1CCC(CC1)N1C(C=C(C=C1)[C@@H]1CN(C2(CC2)C1)C(=O)OC(C)(C)C)=O)NCC1=CC=C(C=C1)OC